(E)-N-(5-chloro-1H-pyrrolo[3,2-b]pyridin-3-yl)-5-(2-ethoxyvinyl)-1H-benzo[d]imidazol-2-amine ClC1=CC=C2C(=N1)C(=CN2)NC2=NC1=C(N2)C=CC(=C1)\C=C\OCC